3-(4-cyano-2-methoxy-phenoxy)-6-iodo-5-methyl-pyridazine-4-carboxylic acid C(#N)C1=CC(=C(OC=2N=NC(=C(C2C(=O)O)C)I)C=C1)OC